Cl.Cl.C(#C)C=1C=C(C=NC1)C1NCC=CC1 2-(5-ethynyl-3-pyridyl)-3,6-dihydro-2H-pyridine dihydrochloride